Lithium 2-((7-methyl-1H-pyrrolo[2,3-c]pyridin-4-yl)methyl)-6-(methylcarbamoyl)isonicotinic acid salt CC=1N=CC(=C2C1NC=C2)CC=2C=C(C(=O)[O-])C=C(N2)C(NC)=O.[Li+]